COC1=C(C=CC=C1)C1=NC(=NC(=C1)C(F)(F)F)S(=O)(=O)C 4-(2-methoxyphenyl)-2-(methylsulfonyl)-6-(trifluoromethyl)pyrimidine